N1C=C(C2=CC=CC=C12)\C=C/1\C=NC(S1)NC1=CC(=CC=C1)O (Z)-5-((1H-indol-3-yl)methylene)-2-((3-hydroxyphenyl)amino)thiazol